methyl 2-[9-(cyclopropylmethyl)-1-(methoxymethyl)-2-oxo-pyrrolo[2,3-f][1,4]benzoxazin-8-yl]-7-fluoro-1-methyl-benzimidazole-5-carboxylate C1(CC1)CN1C(=CC=2C=CC3=C(N(C(CO3)=O)COC)C21)C2=NC1=C(N2C)C(=CC(=C1)C(=O)OC)F